FC(C(=O)O)(F)F.N1CC(C1)OC1CCN(CC1)CCCCCOC=1C=C2C(N(C(C2=CC1)=O)C1C(NC(C=C1)=O)=O)=O 5-[5-[4-(azetidin-3-yloxy)-1-piperidinyl]pentoxy]-2-(2,6-dioxo-3-pyridinyl)isoindoline-1,3-dione trifluoroacetate